N-((2-(3,5-dichloro-6-((cis)-2,6-dimethylmorpholino)pyridin-2-yl)-1,6-naphthyridin-7-yl)methyl)-4-methyl-3-(methylsulfonyl)benzamide ClC=1C(=NC(=C(C1)Cl)N1C[C@@H](O[C@@H](C1)C)C)C1=NC2=CC(=NC=C2C=C1)CNC(C1=CC(=C(C=C1)C)S(=O)(=O)C)=O